ClC=1C=C2C(=NC1I)N=C(N2COCC[Si](C)(C)C)SCC(=O)OC(C)(C)C tert-butyl 2-[6-chloro-5-iodo-1-(2-trimethylsilylethoxymethyl)imidazo[4,5-b]pyridin-2-yl]sulfanylacetate